C(C=CC#N)#N Butenedinitrile